F[C@H]1CN(C[C@@H](C1)NC1=NC=C(C=N1)C(F)(F)F)C1=NC=C2N1C=CN=C2N2CC1(CCN1C(C=C)=O)C2 1-(6-(3-((3R,5R)-3-Fluoro-5-((5-(trifluoromethyl)pyrimidin-2-yl)amino)piperidin-1-yl)imidazo[1,5-a]pyrazin-8-yl)-1,6-diazaspiro[3.3]heptan-1-yl)prop-2-en-1-one